CC(C)=C(CC)C 2,3-dimethylpent-2-ene